7-(2,3-dihydrobenzo[b][1,4]dioxin-2-yl)-2-(hydroxymethyl)-N-(isoquinolin-6-yl)-5-methyl-4,7-dihydropyrazolo[1,5-a]pyrimidine-6-carboxamide O1C2=C(OCC1C1C(=C(NC=3N1N=C(C3)CO)C)C(=O)NC=3C=C1C=CN=CC1=CC3)C=CC=C2